NC1=C(C=C(N=N1)C1=C(C=CC=C1)O)N1CC2CCC(C1)N2C2=CC(=NC=C2)CCCCCCN 2-(6-amino-5-(8-(2-(6-aminohexyl)pyridin-4-yl)-3,8-diazabicyclo[3.2.1]octan-3-yl)pyridazin-3-yl)phenol